BrCCCCCCCCOC(C(CCCCCCCC)CCCCCC)=O 2-Hexyldecanoic Acid-8-Bromooctyl Ester